NC1CCC(CC1)S(=O)(=O)NNC(C1=CC=C(C=C1)O)=O (1S,4S)-4-amino-N'-(4-hydroxybenzoyl)cyclohexane-1-sulfonohydrazide